(1-(4,5-dichloro-2-hydroxybenzyl)piperidin-4-yl)acetic acid ClC1=CC(=C(CN2CCC(CC2)CC(=O)O)C=C1Cl)O